CC(C)(OCC1=C(C=CC=C1)N)OCC1=C(C=CC=C1)N 4'-[(1-methylethylidene)bis(oxymethylene)]bis-Benzenamine